N1=CC=C(C=C1)C1=CC=C(C=O)C=C1 4-(pyridin-4-yl)benzaldehyde